9,9-bis(3,5-dihydroxyphenyl)fluorene OC=1C=C(C=C(C1)O)C1(C2=CC=CC=C2C=2C=CC=CC12)C1=CC(=CC(=C1)O)O